C(CC)(=O)OC\C=C\CCC Trans-2-Hexenyl Propionate